2-((4-Chlorobenzylidene)amino)propanoate ClC1=CC=C(C=NC(C(=O)[O-])C)C=C1